ClC1=C2C(=NC(=C1)C1=CC=C(C=C1)N1CCN(CC1)C(=O)OC(C)(C)C)C=CS2 tert-butyl 4-(4-(7-chlorothieno[3,2-b]pyridin-5-yl)phenyl)piperazine-1-carboxylate